5-[[2-[(2R,5S)-5-methyl-2-(7-methyl-1H-indazol-5-yl)-1-piperidyl]-2-oxo-acetyl]amino]pyridine-3-carboxamide C[C@H]1CC[C@@H](N(C1)C(C(=O)NC=1C=C(C=NC1)C(=O)N)=O)C=1C=C2C=NNC2=C(C1)C